C[C@@H]1CN(CCN1CC=CC)C(=O)C=1C=C(CN2C(NC(C3=CC=CC=C23)=O)=O)C=CC1F (R)-1-(3-(3-methyl-4-(2-butenyl)piperazine-1-carbonyl)-4-fluorobenzyl)quinazoline-2,4(1H,3H)-dione